4-(6-methylbenzo[d]thiazol-2-yl)-6,7-dihydro-1H-imidazo[4,5-c]pyridin CC1=CC2=C(N=C(S2)C2=NCCC3=C2N=CN3)C=C1